C(C)(=O)O.N1=CN=C2NC=NC2=C1N1C[C@@H](CCC1)NC(C=C)=O (R)-N-(1-(9H-purin-6-yl)piperidin-3-yl)acrylamide acetate